methyl (E)-3-methoxy-2-[2-[[(E)-[(2E)-2-methoxyimino-1-methyl-butylidene]amino]oxymethyl]-phenyl]prop-2-enoate CO/C=C(/C(=O)OC)\C1=C(C=CC=C1)CO/N=C(/C(/CC)=N/OC)\C